C(C)OC(=O)C=1N(C=CN1)CS(=O)(=O)C ((methylsulfonyl)methyl)-1H-imidazole-2-carboxylic acid ethyl ester